[P+3].[S-2].[Zn+2] Zinc-Sulfide Phosphorus